6-(2,2'-dichloro-3'-(2-((((1r,3r)-3-hydroxycyclobutyl)amino)methyl)-1-methyl-1H-imidazo[4,5-b]pyridin-5-yl)-[1,1'-biphenyl]-3-yl)-2-methoxypyridin ClC1=C(C=CC=C1C1=CC=CC(=N1)OC)C1=C(C(=CC=C1)C1=CC=C2C(=N1)N=C(N2C)CNC2CC(C2)O)Cl